C1(=CC=CC=C1)N(C(=O)N1[C@@H](CN(CC1)C(N(CC1=CSC(=C1)C)C)=O)C(=O)O)C1=CC=CC=C1 (S)-1-(diphenylcarbamoyl)-4-(methyl((5-methylthiophen-3-yl)methyl)carbamoyl)piperazine-2-carboxylic acid